N1=C(C=CC(=C1)[2H])C1CNCCO1 2-(Pyridin-2-yl-5-d)morpholine